3,7-diallylnaphthalene-1,4-dicarboxylic acid C(C=C)C=1C=C(C2=CC(=CC=C2C1C(=O)O)CC=C)C(=O)O